[N+](=O)(O)[O-].C(C)N1CN(C=C1)C=C 1-ethyl-3-vinylimidazole nitrate